Ethyl (2s)-5-(6-Chloropyridin-3-yl)-2-[(2-methylpropan-2-yl)oxycarbonylamino]-5-oxopentanoate ClC1=CC=C(C=N1)C(CC[C@@H](C(=O)OCC)NC(=O)OC(C)(C)C)=O